3-[5-[1-([4-[6-(azetidin-1-yl)-2-methyl-1-oxo-2,7-naphthyridin-4-yl]-2,6-dimethoxyphenyl]methyl)piperidin-4-yl]-1-oxo-3H-isoindol-2-yl]piperidine-2,6-dione N1(CCC1)C=1C=C2C(=CN(C(C2=CN1)=O)C)C1=CC(=C(C(=C1)OC)CN1CCC(CC1)C=1C=C2CN(C(C2=CC1)=O)C1C(NC(CC1)=O)=O)OC